4-methyl-N-[(1s,4s)-4-{[2-(trifluoromethyl)imidazo[1,2-a]pyridin-5-yl]amino}cyclohexyl]-1,2-oxazole-5-carboxamide CC=1C=NOC1C(=O)NC1CCC(CC1)NC1=CC=CC=2N1C=C(N2)C(F)(F)F